2-(furan-2-yl)-N5-(4-((2-morpholinoethyl)amino)phenethyl)-[1,2,4]triazolo[1,5-a][1,3,5]triazine-5,7-diamine O1C(=CC=C1)C1=NN2C(N=C(N=C2N)NCCC2=CC=C(C=C2)NCCN2CCOCC2)=N1